aziminotoluene C1C=2C(=CC=CC2)NN=N1